ClC=1C=C(C=CC1F)NC(N(C1COCC=2NC(C3=C(C21)CCOC3)=O)C)=O 3-(3-Chloro-4-fluorophenyl)-1-methyl-1-(6-oxo-1,2,4,5,6,7,9,10-octahydrodipyrano[3,4-b:4',3'-d]pyridin-1-yl)urea